1-{4-[(2-{3-[(4-methanesulfonyl-2-methoxyphenyl)amino]prop-1-yn-1-yl}-1-(2,2,2-trifluoroethyl)-1H-indol-4-yl)amino]piperidin-1-yl}propan-2-yl propanoate C(CC)(=O)OC(CN1CCC(CC1)NC1=C2C=C(N(C2=CC=C1)CC(F)(F)F)C#CCNC1=C(C=C(C=C1)S(=O)(=O)C)OC)C